CN1CC(C1)N1N=C(C=C1)B(O)O 1-(1-methylazetidin-3-yl)pyrazol-3-ylboronic acid